cis-4-[(3,5-dichloro-2-pyridyl)oxy]-N-(3-methoxypropyl)-2'-oxo-spiro[cyclohexane-1,3'-indoline]-5'-carboxamide ClC=1C(=NC=C(C1)Cl)OC1CCC2(C(NC3=CC=C(C=C23)C(=O)NCCCOC)=O)CC1